FC=1C=C(C=C(C1)OC(F)(F)F)NC(=O)C1=CC=C2CCN(C2=C1)CC1=CN=C2N1C=CC=C2 N-(3-fluoro-5-(trifluoromethoxy)phenyl)-1-(imidazo[1,2-a]pyridin-3-ylmethyl)indoline-6-carboxamide